6-methoxy-4(1H)-quinazolinone COC=1C=C2C(N=CNC2=CC1)=O